Cl.NCCNC1=CC=C(C=N1)C1=C(N(C=C1)S(N)(=O)=O)C(=O)O 3-[6-(2-Aminoethylamino)-3-pyridyl]-1-sulfamoyl-pyrrole-2-carboxylic acid hydrochloride